4-(4-(3,8-diazabicyclo[3.2.1]octan-3-yl)-2-((2-(2,2-difluoroethylidene)tetrahydro-1H-pyrrolizin-7a(5H)-yl)methoxy)-8-fluoropyrido[4,3-d]pyrimidin-7-yl)-5,6-difluoronaphthalen-2-ol C12CN(CC(CC1)N2)C=2C1=C(N=C(N2)OCC23CCCN3CC(C2)=CC(F)F)C(=C(N=C1)C1=CC(=CC2=CC=C(C(=C12)F)F)O)F